CNCCC[C@@H](O)C=1C=NC=CC1 (R)-4-(methylamino)-1-(pyridine-3-yl)-1-butanol